C(C)(C)(C)C1=CC(=C(N1)SC)C#N 5-tert-butyl-2-(methylsulfanyl)-1H-pyrrole-3-carbonitrile